FC1=CC2=CC=CC=C2C=2C1(OC(C2)=O)C=2C=C(C=CC2)C 4-fluoro-3a-(m-tolyl)naphtho[2,1-b]furan-2-one